(R)-5-((((3'-chloro-2'-(2-chloro-3-((3-fluoro-4-(3-((2-hydroxyethyl)amino)propyl)pyridin-2-yl)amino)phenyl)-6-methoxy-[2,4'-bipyridin]-5-yl)methyl)amino)methyl)pyrrolidin-2-one ClC=1C(=NC=CC1C1=NC(=C(C=C1)CNC[C@H]1CCC(N1)=O)OC)C1=C(C(=CC=C1)NC1=NC=CC(=C1F)CCCNCCO)Cl